C(C)(CC)OC(C)CC disec-butyl ether